C(C)(=O)O[C@@H]1[C@@H]([C@H]([C@@H](SC=2C(=NC=C(C2)Br)C#N)O[C@@H]1COC(C)=O)OC)N1N=NC(=C1)C1=CC(=C(C(=C1)F)C)F 5-Bromo-2-cyanopyridin-3-yl 4,6-di-O-acetyl-3-[4-(3,5-difluoro-4-methylphenyl)-1H-1,2,3-triazol-1-yl]-3-deoxy-2-O-methyl-1-thio-α-D-galactopyranoside